2-hydroxy-3-tert-butyl-5-methylphenyl-5-chlorobenzotriazole OC1=C(C=C(C=C1C(C)(C)C)C)C1=C(C=CC=2NN=NC21)Cl